COC[C@H]1C[C@@H](CN1C(C=C)=O)N1N=C(C(=C1NC)C(=O)N)C#CC1=C(C2=C(N(C(=N2)C)C)C(=C1F)F)F 1-[(3S,5R)-5-(Methoxymethyl)-1-(prop-2-enoyl)pyrrolidin-3-yl]-5-(methylamino)-3-[2-(4,6,7-trifluoro-1,2-dimethyl-1,3-benzodiazol-5-yl)ethynyl]pyrazole-4-carboxamide